ClC=1C(=NC(=NC1)N[C@H]1[C@@H]([C@@H]2[C@@H](O[C@H](C1)O2)C)O)C=2C=C(C1=C(N(C(=N1)C(C)(C)O)C(C)C)C2)F (1R,2S,3R,5S,7S)-3-((5-chloro-4-(4-fluoro-2-(2-hydroxypropan-2-yl)-1-isopropyl-1H-benzo[d]imidazol-6-yl)pyrimidin-2-yl)amino)-7-methyl-6,8-dioxabicyclo[3.2.1]octan-2-ol